COCC1(CCCN2CCC3=C(C12)OC1=C3C=CC=C1)C 1-(methoxymethyl)-1-methyl-1,3,4,6,7,12b-hexahydro-2H-[1]benzofuro[2,3-a]quinolizine